CN1CCN(CC1)C1=CC=C(C=C1)NC(=O)C=1C(NC=CC1NC1CCC(CC1)C1=CC=CC=C1)=O N-(4-(4-Methylpiperazin-1-yl)phenyl)-2-oxo-4-((4-phenylcyclohexyl)amino)-1,2-dihydropyridine-3-carboxamide